Cl.C(CCCCCCCCCCC)(=O)C(O)(C[N+](C)(C)C)CC([O-])=O LauroyL-carnitine hydrochloride